1-(3-((4-carbamoyl-2-methoxy-6-nitrophenyl)amino)propyl)-N-(naphthalen-2-yl)piperidine-4-carboxamide C(N)(=O)C1=CC(=C(C(=C1)[N+](=O)[O-])NCCCN1CCC(CC1)C(=O)NC1=CC2=CC=CC=C2C=C1)OC